4-(3-{4-[(3S,4R)-3-fluoro-1-methyl-4-piperidylamino]-1-(2,2,2-trifluoroethyl)-2-indolyl}-2-propynylamino)-3-(5-hydroxypentyloxy)benzoic acid F[C@H]1CN(CC[C@H]1NC1=C2C=C(N(C2=CC=C1)CC(F)(F)F)C#CCNC1=C(C=C(C(=O)O)C=C1)OCCCCCO)C